1-[4-[[22-[(3aR,4R,6aS)-hexahydro-2-oxo-1H-thieno[3,4-d]imidazol-4-yl]-4,18-dioxo-8,11,14-trioxa-5,17-diazadocos-1-yl]oxy]-5-methoxy-2-nitrophenyl]ethyl N-(3-azidopropyl)carbamate N(=[N+]=[N-])CCCNC(OC(C)C1=C(C=C(C(=C1)OC)OCCCC(NCCOCCOCCOCCNC(CCCC[C@H]1SC[C@H]2NC(N[C@H]21)=O)=O)=O)[N+](=O)[O-])=O